3-(8-(1-ethyl-4-(trifluoromethyl)isoquinolin-3-yl)-2,3-dihydrobenzo[b][1,4]dioxin-5-yl)propanoic acid C(C)C1=NC(=C(C2=CC=CC=C12)C(F)(F)F)C1=CC=C(C2=C1OCCO2)CCC(=O)O